2-(4-fluorophenoxy)-N-[7-methoxy-4-(1-methyl-1H-pyrazol-4-yl)-1H-1,3-benzodiazol-2-yl]-2-methylpropanamide FC1=CC=C(OC(C(=O)NC2=NC3=C(N2)C(=CC=C3C=3C=NN(C3)C)OC)(C)C)C=C1